5'-O-((2-Cyanoethoxy)(5'-O-((2-Cyanoethoxy)(5'-O-(4,4'-Dimethoxytrityl)-N2-Isobutyryldeoxyguanosine-3'-Yl)Phosphoryl)Thymidine-3'-Yl)Phosphoryl)-N6-Benzoyldeoxyadenosine C(#N)CCOP(=O)([C@@]1(C[C@@H](O[C@@H]1COP(=O)([C@@]1(C[C@@H](O[C@@H]1COC(C1=CC=C(C=C1)OC)(C1=CC=C(C=C1)OC)C1=CC=CC=C1)N1C=NC=2C(=O)NC(NC(C(C)C)=O)=NC12)O)OCCC#N)N1C(=O)NC(=O)C(C)=C1)O)OC[C@@H]1[C@H](C[C@@H](O1)N1C=NC=2C(NC(C3=CC=CC=C3)=O)=NC=NC12)O